FC1=CC=C(C=C1)C(C=CC1=CC(=C(C=C1)C(C)NO)O)=O 1-(4-Fluorophenyl)-3-[3-hydroxy-4-[1-(hydroxyamino)ethyl]phenyl]prop-2-en-1-one